3-({2-[4-(Benzothiazol-2-yloxy)-phenyl]-ethyl-1-cyclopropyl-amino}-propyl)-isobutyramide S1C(=NC2=C1C=CC=C2)OC2=CC=C(C=C2)CCN(C2CC2)CCCCC(C(=O)N)C